N[C@@H]1CN(CC[C@H]1F)C1=NC2=C(N1[C@H]1C(N(CC1)C1=CC=C(C=C1)Cl)=O)C=C(C(=C2)F)F (R)-3-(2-((3R,4R)-3-Amino-4-fluoropiperidin-1-yl)-5,6-difluoro-1H-benzo[d]imidazol-1-yl)-1-(4-chlorophenyl)pyrrolidin-2-on